5-(3-butenyl)-2-norbornene C(CC=C)C1C2C=CC(C1)C2